C1(CC1)CN1NNC=C1 N-(cyclopropylmethyl)-2H-triazole